5-bromo-dimethylpyridin-2-amine BrC=1C(=C(C(=NC1)N)C)C